(6-(2-fluorophenoxy)pyridin-3-yl)(4-(((3R,6S)-6-(hydroxymethyl)tetrahydro-2H-pyran-3-yl)amino)-5-methoxy-1H-pyrrolo[2,3-b]pyridin-3-yl)methanone FC1=C(OC2=CC=C(C=N2)C(=O)C2=CNC3=NC=C(C(=C32)N[C@H]3CO[C@@H](CC3)CO)OC)C=CC=C1